C(C)(C)N1CC2(C1)CC(C2)N2CCC(CC2)C=2C=C(C1=C(N(C(=N1)C1=CC=C(C=C1)S(=O)(=O)C)C)C2)C 6-(1-(2-Isopropyl-2-azaspiro[3.3]heptan-6-yl)piperidin-4-yl)-1,4-dimethyl-2-(4-(methylsulfonyl)phenyl)-1H-benzo[d]imidazol